NCC1CC(N(C2=CC=CC=C12)C)=O 4-(aminomethyl)-1-methyl-3,4-dihydroquinolin-2(1H)-one